C(C1=CC=CC=C1)N1CC(CC2=NC=CC=C12)CN1C(C2=CC=CC=C2C1=O)=O 2-((1-benzyl-1,2,3,4-tetrahydro-1,5-naphthyridin-3-yl)methyl)isoindoline-1,3-dione